NC1=CC(=C(C(=O)NCC2(CCCCCC2)NC2=CC(=CC=C2)OC(F)(F)F)C=C1Cl)OC 4-amino-5-chloro-2-methoxy-N-((1-((3-(trifluoromethoxy)phenyl)amino)cycloheptyl)methyl)benzamide